C1(=CC=CC=C1)N(C1=CC2=C(C=C(O2)C2=CC=C(C=O)C=C2)C=C1)C1=CC=CC=C1 4-(6-(diphenylamino)benzofuran-2-yl)benzaldehyde